6-((3S,4S)-4-amino-3-methyl-2-oxa-8-azaspiro[4.5]decan-8-yl)-3-(2-chloro-3-ethynyl-phenyl)-5-methyl-1,5-dihydro-4H-pyrazolo[3,4-d]pyrimidin-4-one N[C@@H]1[C@@H](OCC12CCN(CC2)C=2N(C(C1=C(N2)NN=C1C1=C(C(=CC=C1)C#C)Cl)=O)C)C